(3,4-difluorophenyl)boronic acid FC=1C=C(C=CC1F)B(O)O